1H-Pyrrole-2-carboxaldehyde N1C(=CC=C1)C=O